N1=C(C(=CC=C1)C=1C=CC=2N(C1)C(=CN2)C(=O)N)C2=NC=CC=C2 6-([2,2'-Bipyridin]-3-yl)imidazo[1,2-a]pyridin-3-carboxamid